1-{(2S)-2-[({4-[3-(quinolin-7-yl)-1H-pyrrolo[3,2-b]pyridin-2-yl]pyridin-3-yl}oxy)methyl]pyrrolidin-1-yl}prop-2-en-1-one N1=CC=CC2=CC=C(C=C12)C1=C(NC=2C1=NC=CC2)C2=C(C=NC=C2)OC[C@H]2N(CCC2)C(C=C)=O